6-methyl-5,6,7,8-tetrahydro-1,6-naphthyridin-2-amine CN1CC=2C=CC(=NC2CC1)N